CC1=C(SC=C1)C(=O)NC1CCC(CC1)NC1=CC(=NC2=CC=CC=C12)C(F)(F)F 3-methyl-N-[(1s,4s)-4-{[2-(trifluoromethyl)quinolin-4-yl]amino}cyclohexyl]thiophene-2-carboxamide